FC=1C=C(C=C2C=C(N=CC12)NC(CN1CCN(CC1)C)=O)C=1C=NN(C1)C N-(8-fluoro-6-(1-methyl-1H-pyrazol-4-yl)isoquinolin-3-yl)-2-(4-methylpiperazin-1-yl)acetamide